ClC=1C(=CC=C(C1)NC1N(C(=NC(=N1)N)N1CCOCC1)C1=CC(=C(C=C1)OC)OC)OC N-(5-Chloro-4-methoxyphenyl)-N1-(3,4-dimethoxyphenyl)-6-morpholin-4-yl-[1,3,5]triazine-2,4-diamine